(R and S)-4,4'-bi-1,3-benzodioxole O1COC2=C1C=CC=C2C2=CC=CC=1OCOC12